BrC=1C=CC2=C(NC(=N2)[C@H]2N(CCC3=C2N=CN3)C(=O)C3=NOC=C3)C1 (S)-(4-(6-bromo-1H-benzo[d]imidazol-2-yl)-6,7-dihydro-1H-imidazo[4,5-c]pyridin-5(4H)-yl)(isoxazol-3-yl)methanone